4-methyl-3-pyrimidin-2-yl-aniline CC1=C(C=C(N)C=C1)C1=NC=CC=N1